NC=1C=C(C2=C(C(=CC=C2C1)F)C#C)C1=C(C=C2C(=NC(=NC2=C1F)OC[C@]12CCCN2C[C@@H](C1)F)N1CCOCC(C1)(O)C)F 4-(7-(3-Amino-8-ethynyl-7-fluoronaphthalen-1-yl)-6,8-difluoro-2-(((2R,7aS)-2-fluorotetrahydro-1H-pyrrolizin-7a(5H)-yl)methoxy)quinazolin-4-yl)-6-methyl-1,4-oxazepan-6-ol